cetyl-Stearyl Methacrylate C(C(=C)C)(=O)OCCCCCCCCCCCCCCCCCCCCCCCCCCCCCCCCCC